ethyl 1-(4-oxocyclohexyl)-1H-pyrazole-4-carboxylate O=C1CCC(CC1)N1N=CC(=C1)C(=O)OCC